C(C)C(CN1C(=C(C(C2=C(C=C(C=C12)OC(=O)C(C)(C)C)OC(=O)C(C)(C)C)=O)OC(=O)C(C)(C)C)C1=CC(=C(C=C1)OC(=O)C(C)(C)C)OC(=O)C(C)(C)C)CCCC N-(2-ethylhexyl)-2-(3,4-di-t-butylcarbonyloxy-phenyl)-3,5,7-tri-t-butylcarbonyloxy-quinolin-4-one